CN(C(C)C=1C(=C(C(=C2C=NNC12)C=1N=CC=2N(C1)C=C(N2)NC(=O)[C@H]2[C@H](C2)F)C)F)C (1S,2S)-N-(6-(7-(1-(dimethylamino)ethyl)-6-fluoro-5-methyl-1H-indazol-4-yl)imidazo[1,2-a]pyrazin-2-yl)-2-fluorocyclopropane-1-carboxamide